N-((1,2,3,5,6,7-Hexahydro-s-indacen-4-yl)carbamoyl)-1-(1-isopropylpiperidin-3-yl)methanesulfonamide, Potassium Salt [K].C1CCC2=C(C=3CCCC3C=C12)NC(=O)NS(=O)(=O)CC1CN(CCC1)C(C)C